FC=1C=C(C=CC1F)N1C(=C(C2=C1C=C1C=NNC1=C2)C2CCC(CC2)(C(=O)O)OC)C(C)C 4-[5-(3,4-difluorophenyl)-6-isopropyl-1H-pyrrolo[2,3-f]indazol-7-yl]-1-methoxy-cyclohexanecarboxylic acid